C(N)(=O)C=1C(=NC(=C(N1)C)N(C)CC)NC=1C=C(CCNC([C@H](C)N(C(OC(C)(C)C)=O)C)=O)C=CC1 tert-butyl (S)-(1-((3-((3-carbamoyl-6-(ethyl(methyl)amino)-5-methylpyrazin-2-yl)amino)phenethyl)amino)-1-oxopropan-2-yl)(methyl)carbamate